C(#N)C1CN(CC1)C1=C(C=C(C=C1)S(=O)(=O)N(CC(=O)N1CCOCC1)C)C=1NC2=CC=CC=C2C1 4-(3-cyanopyrrolidin-1-yl)-3-(1H-indol-2-yl)-N-methyl-N-(2-morpholino-2-oxoethyl)benzenesulfonamide